2-phenylethyl formate (PHENYL ETHYL FORMATE) C1(=CC=CC=C1)CCC(=O)O.C(=O)OCCC1=CC=CC=C1